C(CCCCC)C=1C(=C(C=C(C1)CCCCCC)CC(=O)O)O 2-(3,5-dihexyl-2-hydroxyphenyl)acetic acid